N,5-dimethyl-N-pyridazin-4-yl-1-(2,2,2-tri-fluoro-1-methyl-ethyl)pyrazole-4-carboxamide CN(C(=O)C=1C=NN(C1C)C(C(F)(F)F)C)C1=CN=NC=C1